C(C)(C)(C)OC(=O)N1CC(C1)OC1=CC=C(C=C1)N 3-(4-amino-phenoxy)-azetidine-1-carboxylic acid tert-butyl ester